pentaerythritol tetra(2-bromoisobutyrate) BrC(C(=O)OCC(COC(C(C)(C)Br)=O)(COC(C(C)(C)Br)=O)COC(C(C)(C)Br)=O)(C)C